3-(4-(4-(((4-fluorophenyl)sulfonyl)methyl)-1H-imidazol-1-yl)phenyl)-5-(trifluoromethyl)-1,2,4-oxadiazole FC1=CC=C(C=C1)S(=O)(=O)CC=1N=CN(C1)C1=CC=C(C=C1)C1=NOC(=N1)C(F)(F)F